C(C1=CC=CC=C1)NC(CCCCCCCCCCCCC)=O N-benzyl-tetradecanamide